1,3-bis(3-(bromomethyl)-5-nitrophenyl)imidazolidin-2-one BrCC=1C=C(C=C(C1)[N+](=O)[O-])N1C(N(CC1)C1=CC(=CC(=C1)[N+](=O)[O-])CBr)=O